3-(2,2-dimethyl-1-(2,2,2-trifluoroacetyl)-1,2,3,4-tetrahydroquinolin-4-yl)-1-methyl-7-(methylthio)-3,4-dihydropyrimido[4,5-d]pyrimidin-2(1H)-one CC1(N(C2=CC=CC=C2C(C1)N1C(N(C2=NC(=NC=C2C1)SC)C)=O)C(C(F)(F)F)=O)C